2-((5-(5-(difluoromethyl)-1,3,4-oxadiazole-2-yl)pyridine-2-yl)methyl)-4,4-dimethyl-6-(4-(2-oxo-2-(pyrrolidine-1-yl)ethyl)piperazine-1-yl)isoquinoline-1,3(2H,4H)-dione FC(C1=NN=C(O1)C=1C=CC(=NC1)CN1C(C2=CC=C(C=C2C(C1=O)(C)C)N1CCN(CC1)CC(N1CCCC1)=O)=O)F